ClC1=C(C(=C(C(=C1[2H])[2H])C=1C=C(C(N(N1)C=1C=NN(C1)C([2H])([2H])[2H])=O)C(=O)N[C@H](CNS(=O)(=O)C1CC1)C)[2H])[2H] (S)-6-(4-chlorophenyl-2,3,5,6-d4)-N-(1-(cyclopropylsulfonamido)propan-2-yl)-2-(1-(methyl-d3)-1H-pyrazol-4-yl)-3-oxo-2,3-dihydropyridazine-4-carboxamide